COCCN(C=1N=C(C2=C(N1)C(=NC(=N2)N(CCOC)CCOC)N2CCC(CC2)OC)NCCOC)CCOC N2,N2,N4,N6,N6-pentakis(2-methoxyethyl)-8-(4-methoxypiperidin-1-yl)pyrimido[5,4-d]pyrimidine-2,4,6-triamine